OC(C=1C=NC(=NC1)N1CCN(CC1)C(=O)[O-])C1CCOCC1 4-{5-[hydroxy(tetrahydro-2H-pyran-4-yl)methyl]pyrimidin-2-yl}piperazine-1-carboxylate